(S)-3-(1-(2-(cyclopropyl-amino)pyrimidin-4-yl)-1H-pyrazol-4-yl)-1-(2-hydroxy-1-phenylethyl)-1-methylurea C1(CC1)NC1=NC=CC(=N1)N1N=CC(=C1)NC(N(C)[C@H](CO)C1=CC=CC=C1)=O